Cyclobutylamino-(4-methylbenzyl)-N-(4-pyridinylsulfonyl)-1H-indole-2-carboxamide C1(CCC1)NC1=C(N(C2=CC=CC=C12)CC1=CC=C(C=C1)C)C(=O)NS(=O)(=O)C1=CC=NC=C1